COC(=O)C1=NC2=CC=CC=C2C(=C1)OCCOC1=CC(=C(C(=C1)C)Cl)C 4-(2-(4-Chloro-3,5-dimethylphenoxy)ethoxy)quinoline-2-carboxylic acid methyl ester